(3-methylpiperazin-2-yl)ethan-1-ol CC1C(NCCN1)C(C)O